C(C)(C)(C)OC(NC(CO)(C)C1=NC=C(C=C1O)Br)=O.ClC1=C(C=CC=C1)CC(=O)NC1=CC(=C(C=C1)C=1N=C(SC1)OC)S(N)(=O)=O 2-(2-Chlorophenyl)-N-[4-(2-methoxy-1,3-thiazol-4-yl)-3-sulfamoylphenyl]acetamide tert-butyl-N-[2-(5-bromo-3-hydroxypyridin-2-yl)-1-hydroxypropan-2-yl]carbamate